Tert-butyl N-[2-[4-[[4-[4-(2,4-dioxohexahydropyrimidin-1-yl)-7-isoquinolyl]-1-piperidyl]methyl]cyclohexyl]indazol-5-yl]carbamate O=C1N(CCC(N1)=O)C1=CN=CC2=CC(=CC=C12)C1CCN(CC1)CC1CCC(CC1)N1N=C2C=CC(=CC2=C1)NC(OC(C)(C)C)=O